1,3-dioxoisoindolin-2-yl (1S,2S)-2-(3-chloro-2'-(2-fluoro-3-(1-methylcyclopropane-1-carboxamido)phenyl)-5',6-dimethyl-2-oxo-2H-[1,4'-bipyridin]-4-yl)cyclopropane-1-carboxylate ClC=1C(N(C(=CC1[C@@H]1[C@H](C1)C(=O)ON1C(C2=CC=CC=C2C1=O)=O)C)C1=CC(=NC=C1C)C1=C(C(=CC=C1)NC(=O)C1(CC1)C)F)=O